(S)-2-((4-methoxyphenyl)amino)-3,3-dimethyl-4-oxopentanoic acid methyl ester COC([C@H](C(C(C)=O)(C)C)NC1=CC=C(C=C1)OC)=O